(2R)-7-amino-6-bromo-4-[(2,5-dichlorophenyl)methyl]-2-methyl-2H-1,4-benzoxazin-3-one NC1=CC2=C(N(C([C@H](O2)C)=O)CC2=C(C=CC(=C2)Cl)Cl)C=C1Br